N1C(=NC2=C1C=CC=C2)C=2C(=NC=CC2)NCC2=C(C=C(C=C2)F)O 2-(((3-(1H-benzo[d]imidazol-2-yl)pyridin-2-yl)amino)methyl)-5-fluorophenol